(R)-N-((R)-1-(4-chloro-5-methylpyridin-2-yl)ethyl)-N-ethyl-2-methylpropane-2-sulfinamide ClC1=CC(=NC=C1C)[C@@H](C)N([S@](=O)C(C)(C)C)CC